3-methylimidazolium palmitate C(CCCCCCCCCCCCCCC)(=O)[O-].C[N+]1=CNC=C1